CC1=C(C(=O)PC2=CC=CC=C2)C(=CC(=C1)C)C 2,4,6-trimethyl-benzoyl-phenyl-phosphine